tert-butyl (5R,6S)-5-((1,3-dioxoisoindolin-2-yl)methyl-d2)-2,2-difluoro-6-methylmorpholine-4-carboxylate O=C1N(C(C2=CC=CC=C12)=O)C([C@@H]1[C@@H](OC(CN1C(=O)OC(C)(C)C)(F)F)C)([2H])[2H]